Cl.COC([C@@H](N)CO[Si](C1=CC=CC=C1)(C1=CC=CC=C1)C(C)(C)C)=O O-(tert-butyldiphenylsilyl)-L-serine methyl ester hydrochloride